FC(C(=O)O)(F)F.N1C=CC2=CC(=CC=C12)NC1C2=C(C=3N(CC1)N=NC3C)C=CC(=C2)C=2CCNCC2 N-(1H-indol-5-yl)-1-methyl-9-(1,2,3,6-tetrahydropyridin-4-yl)-6,7-dihydro-5H-benzo[c][1,2,3]triazolo[1,5-a]azepin-7-amine 2,2,2-trifluoroacetate